C(=O)C=1C(NC(NC1)=O)=O 5-formyl-uracil